2-((4-(aminomethyl)phenyl)sulfonyl)acetic acid methyl ester COC(CS(=O)(=O)C1=CC=C(C=C1)CN)=O